methyl 5-bromo-2-(N-(2,4-dimethoxybenzyl) sulfamoyl)-6-methylnicotinate BrC=1C(=NC(=C(C(=O)OC)C1)S(NCC1=C(C=C(C=C1)OC)OC)(=O)=O)C